C1(CC1)C=1N=NN(C1)[C@H](C(=O)N1[C@@H](C[C@H](C1)O)C(=O)NCCC1=NN=C2N1CCN(C2=O)C)C(C)(C)C (2S,4r)-1-[(2S)-2-(4-cyclopropyl-triazol-1-yl)-3,3-dimethyl-butyryl]-4-hydroxy-N-[2-(7-methyl-8-oxo-5,6-dihydro-[1,2,4]triazolo[4,3-a]pyrazin-3-yl)ethyl]pyrrolidine-2-carboxamide